C(C=C)C=1C=C(C=CC1O)C1=C(C(=CC(=C1)CC=C)NC(C)=O)O.[N].[Mg].[Zn].[Sn].[Li] lithium-tin-zinc-magnesium nitrogen 3',5-diallyl-3-acetamido-2,4'-dihydroxy-1,1'-biphenyl